COC1=CC=C2C(CC=3C=NOC3C2=C1)(C)C 8-methoxy-5,5-dimethyl-4,5-dihydronaphtho[2,1-d]isoxazole